C1(CC1)C1=C(C(=NC=C1)[C@@H](CCOC)N1C[C@@H](N([C@@H](C1)C)C(C(C)C)=O)C(=O)NCC1=CC=C(C=C1)C1=NC=CC=N1)F (2R,6R)-4-((R)-1-(4-cyclopropyl-3-fluoropyridin-2-yl)-3-methoxypropyl)-1-isobutyryl-6-methyl-N-(4-(pyrimidin-2-yl)benzyl)piperazine-2-carboxamide